6-(1-(3-(1H-1,2,3-triazol-1-yl)propanoyl)-1,2,5,6-tetrahydropyridin-3-yl)-7-fluoro-4-(2-methoxyphenyl)-1H-indole-2-carboxylic acid N1(N=NC=C1)CCC(=O)N1CC(=CCC1)C1=CC(=C2C=C(NC2=C1F)C(=O)O)C1=C(C=CC=C1)OC